cyclohexane-1,4-diyl bis(2-methylacrylate) CC(C(=O)OC1CCC(CC1)OC(C(=C)C)=O)=C